ClC=1C=CC2=C(C(C[C@@H](O2)C(=O)NC23CC(C2)(C3)NC(=O)[C@H]3[C@H](C3)COC(F)(F)F)=O)C1 |&1:21,22| (2R)-6-chloro-4-oxo-N-[3-({(1RS,2SR)-2-[(trifluoromethoxy)methyl]cyclopropane-1-carbonyl}amino)bicyclo[1.1.1]pentan-1-yl]-3,4-dihydro-2H-1-benzopyran-2-carboxamide